NC1=C(C=2C=NC(=C(C2N1C1=C2C=NNC2=CC(=C1C)F)CCC(F)(F)F)C1CC1)C(=O)N 2-amino-6-cyclopropyl-1-(6-fluoro-5-methyl-1H-indazol-4-yl)-7-(3,3,3-trifluoropropyl)pyrrolo[3,2-c]pyridine-3-carboxamide